C(C)(=O)NC1=NC=CC(=C1)OC1=C(C=C(C=C1)NC1=C(C(=O)NC2=C(C=CC=C2)OCCCN(C)C)C=CC=N1)F 2-((4-((2-acetamidopyridin-4-yl)oxy)-3-fluorophenyl)amino)-N-(2-(3-(dimethylamino)propoxy)phenyl)nicotinamide